12E-TetradecaN CCCCCCCCCCCCCC